CS(=O)(=O)OC1CCN(CC1)C(=O)OC Methyl 4-((methylsulfonyl)oxy)piperidine-1-carboxylate